COC(C(=O)NCC1=C(C=CC=C1OC)OC)=O ((2,6-Dimethoxybenzyl)amino)-2-oxoacetic acid methyl ester